perfluoroethyl sulfone FC(C(F)(F)F)(F)S(=O)(=O)C(C(F)(F)F)(F)F